4-(5-cyano-2-methoxyphenyl)-N-(5-(3-(difluoromethyl)benzoyl)-5,6-dihydro-4H-pyrrolo[3,4-d]thiazol-2-yl)-6-methylnicotinamide C(#N)C=1C=CC(=C(C1)C1=CC(=NC=C1C(=O)NC=1SC2=C(N1)CN(C2)C(C2=CC(=CC=C2)C(F)F)=O)C)OC